ClC=1C(N(C(C1Cl)O)CC1=CC=NC=C1)=O 3,4-dichloro-5-hydroxy-1-(pyridin-4-ylmethyl)-1H-pyrrol-2(5H)-one